2-(6-((E)-((1S,2S,5S,6R)-2,6-difluoro-1-methyl-8-azabicyclo[3.2.1]octan-3-ylidene-5-d)methyl)-1,2,4-triazin-3-yl)-5-(1H-imidazol-1-yl)phenol F[C@@H]\1[C@@]2(C[C@H]([C@](C/C1=C\C1=CN=C(N=N1)C1=C(C=C(C=C1)N1C=NC=C1)O)(N2)[2H])F)C